COC(=O)C(CC(=O)OC)NCCC[Si](OC)(OC)C N-[1,2-bis(methoxycarbonyl)]ethyl-3-aminopropylmethyldimethoxysilane